(R)-N-(1-(3-amino-5-(trifluoromethyl)phenyl)ethyl)-6-(diethylphosphoryl)-2-methyl-7-(pyrrolidin-1-yl)pyrido[2,3-d]pyrimidin-4-amine NC=1C=C(C=C(C1)C(F)(F)F)[C@@H](C)NC=1C2=C(N=C(N1)C)N=C(C(=C2)P(=O)(CC)CC)N2CCCC2